3-(((6-Phenylpyridin-2-yl)amino)methyl)pyrrolidin-1-carbonitril C1(=CC=CC=C1)C1=CC=CC(=N1)NCC1CN(CC1)C#N